ethylenebiserucic acid amide C(CCCCCCCCC\C=C/CCCCCCCCCCCC(=O)N)CCCCCCCC\C=C/CCCCCCCCCCCC(=O)N